N-(1,6-Difluoro-4-(4,4,5,5-tetramethyl-1,3,2-dioxaborolan-2-yl)-5-((triisopropylsilyl)ethynyl)naphthalen-2-yl)-1,1-diphenylmethanimine FC1=C(C=C(C2=C(C(=CC=C12)F)C#C[Si](C(C)C)(C(C)C)C(C)C)B1OC(C(O1)(C)C)(C)C)N=C(C1=CC=CC=C1)C1=CC=CC=C1